tert-butyl (1R,5S)-8-(2-hydroxypropyl)-3,8-diazabicyclo[3.2.1]octane-3-carboxylate OC(CN1[C@H]2CN(C[C@@H]1CC2)C(=O)OC(C)(C)C)C